NC=1C2=C(N=CN1)N(C=C2C2=CC=C(C=1N2C=CN1)NC(=O)NC1=NOC(=C1)C(C)(C)F)C1CC1 1-(5-(4-AMINO-7-CYCLOPROPYL-7H-PYRROLO[2,3-D]PYRIMIDIN-5-YL)IMIDAZO[1,2-A]PYRIDIN-8-YL)-3-(5-(2-FLUOROPROPAN-2-YL)ISOXAZOL-3-YL)UREA